(R)-1-(1H-indol-3-yl)butan-2-amine N1C=C(C2=CC=CC=C12)C[C@@H](CC)N